ClC1=CN=C(N=N1)N[C@H](C)C1=CC=C(C=C1)F (R)-6-chloro-N-(1-(4-fluorophenyl)ethyl)-1,2,4-triazin-3-amine